O(C1=CC=CC=C1)C1=CC=C(C=C1)C1=CN(C=2N=CN=C(C21)N)C2CCC(CC2)N2CCNCC2 5-(4-phenoxyphenyl)-7-((1s,4s)-4-(piperazin-1-yl)cyclohexyl)-7H-pyrrolo[2,3-d]pyrimidin-4-amine